NC=1C=C(C(=O)N(C2=NC=CC=C2)CCCO)C=CC1NC 3-amino-N-(3-hydroxypropyl)-4-methylamino-N-(pyridin-2-yl)benzamide